ClC1=CC(=C2C(=N1)C1(OCC2)COCC1)CN(C)C 1-(2'-Chloro-4,5,5',6'-tetrahydro-2H-spiro[furan-3,8'-pyrano[3,4-b]pyridin]-4'-yl)-N,N-dimethylmethylamine